(3S)-6-chloro-5-(2,6-difluorophenyl)-3-methyl-7-(trifluoromethyl)-1,3-dihydro-1,4-benzodiazepine-2-One ClC1=C(C=CC2=C1C(=N[C@H](C(N2)=O)C)C2=C(C=CC=C2F)F)C(F)(F)F